FC1=C(C=C(C(=C1)B1OC(C(O1)(C)C)(C)C)F)CO [2,5-difluoro-4-(4,4,5,5-tetramethyl-1,3,2-dioxaborolan-2-yl)phenyl]methanol